BIPYRIDYL C1=CC=NC(=C1)C2=CC=CC=N2